Cl.ClC1=C(C=CC(=C1)Cl)S(=O)(=O)N1CC(C1)(CN[C@@H]1C[C@@H](C1)O)COC1=CC(=C(C#N)C=C1)F 4-((1-((2,4-Dichlorophenyl)sulfonyl)-3-((((cis)-3-hydroxycyclobutyl)amino)methyl)azetidin-3-yl)methoxy)-2-fluorobenzonitrile hydrochloride